C(C)(=O)NCC1=CC=C(OC2CN(C2)C=2C(=C(C(=O)OC)C=CC2)N2C=CC=C2)C=C1 Methyl 3-(3-(4-(acetylaminomethyl)phenoxy) azetidin-1-yl)-2-(1H-pyrrol-1-yl)benzoate